N-(3-(4-amino-2-((4-morpholinylphenyl)amino)quinazolin-8-yl)phenyl)propynamide (1-(2-(2,6-Dioxopiperidin-3-yl)-1,3-dioxoisoindolin-5-yl)piperidin-4-yl)methylmethanesulfonate O=C1NC(CCC1N1C(C2=CC=C(C=C2C1=O)N1CCC(CC1)CCS(=O)(=O)O)=O)=O.NC1=NC(=NC2=C(C=CC=C12)C=1C=C(C=CC1)NC(C#C)=O)NC1=CC=C(C=C1)N1CCOCC1